C(/C=C/C(=O)N)C=CC(=O)N (E)-methylenebisacrylamide